L-6,6-dimethyl-1-phenyl-2,5-dioxaheptane CC(OCCOCC1=CC=CC=C1)(C)C